NC=1C(NC2=CC=CC(=C2C1)F)=O 3-amino-5-fluoroquinolin-2(1H)-one